(R)-1-(3-iodoimidazo[1,2-b]pyridazin-6-yl)pyrrolidine-3-carboxylic acid methyl ester COC(=O)[C@H]1CN(CC1)C=1C=CC=2N(N1)C(=CN2)I